tert-Butyl 4-(5-bromo-4-(((2-(2,6-dioxopiperidin-3-yl)-1,3-dioxoisoindolin-4-yl)amino)methyl)-1H-pyrazol-1-yl)piperidine-1-carboxylate BrC1=C(C=NN1C1CCN(CC1)C(=O)OC(C)(C)C)CNC1=C2C(N(C(C2=CC=C1)=O)C1C(NC(CC1)=O)=O)=O